2-[1-(cyclopropylmethyl)indol-2-yl]-1-methyl-7,8-dihydro-6H-imidazo[4,5-g]isoquinolin-5-one C1(CC1)CN1C(=CC2=CC=CC=C12)C1=NC=2C(=CC=3CCNC(C3C2)=O)N1C